1-[3-[4-(trifluoromethyl)phenyl]phenyl]propan-1-ol FC(C1=CC=C(C=C1)C=1C=C(C=CC1)C(CC)O)(F)F